FC=1C=C2C(=NC1)N(NC2=O)CC2=C(C=CC=C2)F 5-fluoro-1-(2-fluorobenzyl)-1H-pyrazolo[3,4-b]pyridin-3-one